C(C1=CN=CC=C1)(=O)NCCCC(=O)O 4-(nicotinamido)butanic acid